9-Fluoro-2,6,6-trimethyl-3a,6,7,12b-tetrahydro-1H,5H-pyrazolo[1,2-a]pyrrolo[3,4-c]cinnoline-1,3,5(2H)-trione FC1=CC=CC=2C3C(N4N(C12)CC(C4=O)(C)C)C(N(C3=O)C)=O